C(C)OC=CC1=CC=C(C=C1)OC(F)F ethoxy-4-difluoromethoxystyrene